N[C@H]1C2=C(N=CS2)CC12CCN(CC2)C=2N=CC(=NC2)SC=2C(=C1C(N(C=NC1=CC2)CC(C)(C)O)=O)Cl 6-[5-[(6R)-6-aminospiro[4,6-dihydrocyclopenta[d]thiazole-5,4'-piperidin]-1'-yl]pyrazin-2-yl]sulfanyl-5-chloro-3-(2-hydroxy-2-methyl-propyl)quinazolin-4-one